C(#N)C1=C(C=O)C=CC(=C1)C#N 2,4-dicyanobenzaldehyde